ClCC(=O)C=1SCC(C1)(Br)Br 2-chloro-1-(4,4-dibromothiophene-2-yl)-ethanone